C1(CCCC1)CN1CCC2(CC1)COC1=C3CN(C(C3=CC=C12)=O)C1C(NC(CC1)=O)=O 3-(1'-(cyclopentylmethyl)-6-oxo-6,8-dihydro-2H,7H-spiro[furo[2,3-e]isoindole-3,4'-piperidin]-7-yl)piperidine-2,6-dione